5-methyl-3-[4-(trifluoromethyl)anilino]pyrazine ethyl-1-(tetrahydro-2H-pyran-2-yl)-6-(1,2,3-thiadiazol-5-yl)-1H-pyrazolo[3,4-b]pyridine-4-carboxylate C(C)OC(=O)C=1C2=C(N=C(C1)C1=CN=NS1)N(N=C2)C2OCCCC2.CC=2N=C(C=NC2)NC2=CC=C(C=C2)C(F)(F)F